N1(CCCCC1)C1=NNC2=C(C=C1)C=CC=C2 PIPERIDINOBENZODIAZEPIN